methyl (S)-8-bromo-9-(4-((1-(3-fluoropropyl)pyrrolidin-3-yl)oxy)phenyl)-6,7-dihydro-5H-benzo[7]annulene-3-carboxylate hydrobromide Br.BrC=1CCCC2=C(C1C1=CC=C(C=C1)O[C@@H]1CN(CC1)CCCF)C=CC(=C2)C(=O)OC